N1(C=NC=C1)CCCOC=1C=C2C=CN=C(C2=CC1)NC=1C=NC(=CC1)Cl 6-(3-(1H-imidazol-1-yl)propoxy)-N-(6-chloropyridin-3-yl)isoquinolin-1-amine